4-(((1-methyl-6-(piperidin-1-yl)-1H-pyrazolo[3,4-d]pyrimidin-4-yl)amino)methyl)benzenesulfonamide CN1N=CC=2C1=NC(=NC2NCC2=CC=C(C=C2)S(=O)(=O)N)N2CCCCC2